FC(C(=O)O)(F)F.FC=1C(=C(C=CC1F)C1CCN(CC1)C(=O)C1=NNC=2CNCCC21)C(F)(F)F (4-(3,4-Difluoro-2-(trifluoromethyl)phenyl)piperidin-1-yl)(4,5,6,7-tetrahydro-1H-pyrazolo[3,4-c]pyridin-3-yl)methanone Trifluoroacetic Acid Salt